(Z)-1-(2-Ethyl-4-(1-(4-(trifluoromethoxy)phenyl)-1H-1,2,4-triazol-3-yl)phenyl)-3-(3-(5-methyl-2-(2,2,2-trifluoroethoxy)phenyl)-4-oxothiazolidin-2-ylidene)urea C(C)C1=C(C=CC(=C1)C1=NN(C=N1)C1=CC=C(C=C1)OC(F)(F)F)NC(=O)\N=C\1/SCC(N1C1=C(C=CC(=C1)C)OCC(F)(F)F)=O